(+/-)-rel-(R)-1-((R)-3,4-dihydro-1H-[1,4]oxazino[4,3-b]indazol-1-yl)-N-methylethanaminium chloride [Cl-].[C@@H]1(OCCN2N=C3C=CC=CC3=C21)[C@@H](C)[NH2+]C |r|